2-(4-bromo-5-fluoro-2-methylbenzo[d][1,3]dioxol-2-yl)-5-chloropyridine BrC1=C(C=CC=2OC(OC21)(C)C2=NC=C(C=C2)Cl)F